C(#N)N1C[C@@H](C[C@H]1COC)C=1N=C(OC1)C(=O)N ((3R,5S)-1-cyano-5-(methoxymethyl)-pyrrolidin-3-yl)oxazole-2-carboxamide